isopropyl (S)-6-diazo-2-((R)-2-(5-fluoropyridin-2-yl)-2-hydroxyacetamido)-5-oxohexanoate [N+](=[N-])=CC(CC[C@@H](C(=O)OC(C)C)NC([C@H](O)C1=NC=C(C=C1)F)=O)=O